C(C)(CC)C1=CC(=NN1)N1CCN(CC1)C(=O)OC(C)(C)C tert-butyl 4-(5-sec-butyl-1H-pyrazol-3-yl)piperazine-1-carboxylate